O=C(CCCCC[C@@H](C=1NC(=CN1)C1=CC=CC=C1)NC(CC1CC2(CNC2)C1)=O)CC (S)-N-(7-Oxo-1-(5-phenyl-1H-imidazol-2-yl)nonyl)-2-(2-azaspiro[3.3]heptan-6-yl)acetamid